FC1=C(C=C(CC2=NNC(C3=CC=CC=C23)=O)C=C1)C(=O)N1CC(C1)NCC=1C=NC=CC1 4-(4-fluoro-3-(3-((pyridin-3-ylmethyl)amino)azetidine-1-carbonyl)benzyl)phthalazin-1(2H)-one